2-bromo-9-(4-(2,4,6-triisopropylphenyl)pyridin-2-yl)-9H-carbazole BrC1=CC=2N(C3=CC=CC=C3C2C=C1)C1=NC=CC(=C1)C1=C(C=C(C=C1C(C)C)C(C)C)C(C)C